benzyl-pyridine chloride salt [Cl-].C(C1=CC=CC=C1)C1=NC=CC=C1